tert-butyl-2,4-dinitrophenolate C(C)(C)(C)C=1C(=C(C=CC1[N+](=O)[O-])[O-])[N+](=O)[O-]